methyl (S)-3-(4-(trifluoromethyl)phenyl)-2,3,4,5-tetrahydrobenzo[f][1,4]oxazepine-8-carboxylate FC(C1=CC=C(C=C1)[C@H]1COC2=C(CN1)C=CC(=C2)C(=O)OC)(F)F